(S)-N-(4-(4-amino-2-butyl-1H-imidazo[4,5-C]quinolin-1-yl)butyl)-4-(2-amino-5-ureidovaleramido)-3,5-difluorobenzamide NC1=NC=2C=CC=CC2C2=C1N=C(N2CCCCNC(C2=CC(=C(C(=C2)F)NC([C@H](CCCNC(=O)N)N)=O)F)=O)CCCC